N-(3-(2-oxa-8-azaspiro[4.5]decan-8-yl)propyl)-5-(4-((diethylamino)methyl)phenyl)thieno[3,2-b]pyridin-7-amine C1OCCC12CCN(CC2)CCCNC2=C1C(=NC(=C2)C2=CC=C(C=C2)CN(CC)CC)C=CS1